(1R,2R,3S,4S)-N-(3,4-dichlorophenyl)-3-(pyridin-4-yl)-7-oxabicyclo[2.2.1]heptane-2-carboxamide ClC=1C=C(C=CC1Cl)NC(=O)[C@H]1[C@H]2CC[C@@H]([C@@H]1C1=CC=NC=C1)O2